2-amino-5-(4-((1S,5R)-3-(2-methoxyethyl)-3-azabicyclo[3.1.0]hex-1-yl)phenyl)nicotinic acid methyl ester COC(C1=C(N=CC(=C1)C1=CC=C(C=C1)[C@]12CN(C[C@@H]2C1)CCOC)N)=O